1-(4-chlorophenyl)-3-(1-cyclobutyl-5-oxopyrrolidin-3-yl)urea ClC1=CC=C(C=C1)NC(=O)NC1CN(C(C1)=O)C1CCC1